FC1=CC(=CC2=CN(N=C12)C)C1=CC=2C(=NN(C2)COCC[Si](C)(C)C)S1 7-fluoro-2-methyl-5-(2-[[2-(trimethylsilyl)ethoxy]methyl]thieno[2,3-c]pyrazol-5-yl)indazole